(R/S)-4-((1-(3-acetamido-5-(difluoromethyl)phenyl)ethyl)amino)-2,8,8-trimethyl-8,9-dihydrofuro[2,3-h]quinazolin-6-yl trifluoromethanesulfonate FC(S(=O)(=O)OC=1C=C2C(=NC(=NC2=C2C1OC(C2)(C)C)C)N[C@H](C)C2=CC(=CC(=C2)C(F)F)NC(C)=O)(F)F |r|